4,8-dichloro-1,5-naphthyridine-3-carboxylic acid ethyl ester C(C)OC(=O)C=1C=NC2=C(C=CN=C2C1Cl)Cl